IC=1C=CC(=C(C1)N1CNCC=C1)OC 1-(5-iodo-2-methoxyphenyl)dihydropyrimidine